COC1=NC=NC=C1C1=CN(C=2N=CN=C(C21)N)C(CC)C=2N=NN(C2)C2=CC=CC=C2 5-(4-Methoxypyrimidin-5-yl)-7-{1-[1-phenyl-1H-1,2,3-triazol-4-yl]propyl}-7H-pyrrolo[2,3-d]pyrimidin-4-amine